ClC=1C=NC(=NC1)N1CCC(CC1)C(C)OC1=NN2C(S1)=NC(=C2)C2=CC=C(C=C2)S(=O)(=O)C 2-(1-(1-(5-chloropyrimidin-2-yl)piperidin-4-yl)ethoxy)-6-(4-(methylsulfonyl)phenyl)imidazo[2,1-b][1,3,4]thiadiazol